N-(beta-aminoethyl)-gamma-aminopropyl-methyldimethoxysilane NCCNCCC[Si](OC)(OC)C